N-[rac-(2R,3S)-1-[3-(4-fluorophenyl)-1-methylindazol-6-yl]-5-oxo-2-phenylpyrrolidin-3-yl]cyclopropanecarboxamide FC1=CC=C(C=C1)C1=NN(C2=CC(=CC=C12)N1[C@@H]([C@H](CC1=O)NC(=O)C1CC1)C1=CC=CC=C1)C |r|